5-bromo-3,7-difluoro-1H-indole BrC=1C=C2C(=CNC2=C(C1)F)F